BrC1=C2C=CC=NC2=C(C=C1)NS(=O)(=O)C=1N(C=CN1)CC N-(5-bromoquinolin-8-yl)-1-ethyl-1H-imidazole-2-sulfonamide